CC(C=C)(CCC=C(C)C)O 3,7-DIMETHYL-1,6-OCTADIEN-3-OL